(S)- or (R)-5-[1-(2-Cyclopropyl-6-fluoro-phenyl)-piperidin-4-yl]-2,4-dimethyl-7-(2-trifluoromethylbenzyl)-2,4,5,7-tetrahydro-pyrazolo[3,4-d]pyrimidin-6-one C1(CC1)C1=C(C(=CC=C1)F)N1CCC(CC1)N1C(N(C=2C([C@@H]1C)=CN(N2)C)CC2=C(C=CC=C2)C(F)(F)F)=O |o1:21|